5-Nitro-1H-benzo[d]imidazol [N+](=O)([O-])C1=CC2=C(NC=N2)C=C1